FC1=CC=C(C=C1)NC([C@@H](C)C=1C=C2CCCN(C2=CC1)C(CC(F)(F)F)=O)=O (2S)-N-(4-Fluorophenyl)-2-[1-(3,3,3-trifluoropropanoyl)-1,2,3,4-tetrahydrochinolin-6-yl]propanamid